2-(2-(5-methyl-5,8,8-tris(methyl-d3)-5,6,7,8-tetrahydronaphthalen-2-yl-1,3,4,6,6,7,7-d7)tetraphenylen-1-yl)benzene-1,2-diamine CC1(C=2C(=C(C(=C(C2C(C(C1([2H])[2H])([2H])[2H])(C([2H])([2H])[2H])C([2H])([2H])[2H])[2H])C1=C(C=2C3=CC=CC=C3C3=CC=CC=C3C3=CC=CC=C3C2C=C1)C1(C(C=CC=C1)N)N)[2H])[2H])C([2H])([2H])[2H]